methyl (S)-2-(4-bromo-2,5-difluorobenzyl)-4-(2-methoxyethoxy)-1-(oxetan-2-ylmethyl)-1H-benzo[d]imidazole-6-carboxylate BrC1=CC(=C(CC2=NC3=C(N2C[C@H]2OCC2)C=C(C=C3OCCOC)C(=O)OC)C=C1F)F